hydroxy-5,12-dimethyl-1,5,8,12-tetraazabicyclo[6.6.2]hexadecane Manganese [Mn].OC1N2CCN(CCCN(CCN(CC1)C)CC2)C